4-(1-((2R,3R,4S,5R,6R)-2-((5-(tert-butyl)isoxazol-3-yl)methyl)-5-hydroxy-6-(hydroxymethyl)-3-methoxytetrahydro-2H-pyran-4-yl)-1H-1,2,3-triazol-4-yl)-2,3-difluorobenzonitrile C(C)(C)(C)C1=CC(=NO1)C[C@H]1O[C@@H]([C@@H]([C@@H]([C@H]1OC)N1N=NC(=C1)C1=C(C(=C(C#N)C=C1)F)F)O)CO